CC=1N(C(=CN1)C(=O)OCC)N(S(=O)(=O)C)S(=O)(=O)C ethyl 2-methyl-1-(N-(methylsulfonyl)methylsulfonamido)-1H-imidazole-5-carboxylate